sulfoisophthalamide-decanoic acid salt C(CCCCCCCCC)(=O)O.S(=O)(=O)(O)C1=C(C(=O)N)C=CC=C1C(=O)N